(N-(2,3-dimethoxybenzyl)glycine) COC1=C(CNCC(=O)O)C=CC=C1OC